ClC1=NC=C2C=CN=C(C2=C1)C=C[Si](C)(C)C 2-(7-chloro-2,6-naphthyridin-1-yl)ethenyl-trimethyl-silane